C(C)(C)(C)NS(=O)(=O)C1=C(C=CC(=C1)C1CC1)OC N-tert-butyl-5-cyclopropyl-2-methoxy-benzenesulfonamide